FC(OC=1C(=CC2=C(N[C@@H](CO2)C)C1)C1=NNC=C1NC(=O)C=1C=NN2C1N=CC=C2)F N-[3-[(3R)-6-(difluoromethoxy)-3-methyl-3,4-dihydro-2H-1,4-benzoxazin-7-yl]-1H-pyrazol-4-yl]pyrazolo[1,5-a]pyrimidine-3-carboxamide